3,7-dimethyl-2,6-octadienyl acrylate C(C=C)(=O)OCC=C(CCC=C(C)C)C